C(#C)C1=CC=CO1 5-ethynylfuran